N-(5-(1-(4-chlorophenyl)-2,5-dimethyl-1H-pyrrole-3-carbonyl)-2-(pyrrolidine-1-yl)phenyl)acrylamide ClC1=CC=C(C=C1)N1C(=C(C=C1C)C(=O)C=1C=CC(=C(C1)NC(C=C)=O)N1CCCC1)C